NC1=C(C=2C(=NC=C(C2S1)F)C=1C2=C(C=3C=NC(=NC3C1F)N1CCC3N(CCCC31)C[C@@H](C)O)COC2)C#N 2-Amino-7-fluoro-4-(5-fluoro-3-(4-((R)-2-hydroxypropyl)octahydro-1H-pyrrolo[3,2-b]pyridin-1-yl)-7,9-dihydrofuro[3,4-f]quinazolin-6-yl)thieno[3,2-c]pyridine-3-carbonitrile